(R)-3-(tert-butyl)-N-(1-(4-(5-(4-(4-hydroxypiperidin-4-yl)phenyl)-1H-pyrazolo[3,4-b]pyridin-3-yl)-2-methylphenyl)ethyl)-1,2,4-oxadiazole-5-carboxamide hydrochloride Cl.C(C)(C)(C)C1=NOC(=N1)C(=O)N[C@H](C)C1=C(C=C(C=C1)C1=NNC2=NC=C(C=C21)C2=CC=C(C=C2)C2(CCNCC2)O)C